4,4'-isopropylidene-bis(2,6-di-tert-butylphenol) C(C)(C)(C1=CC(=C(C(=C1)C(C)(C)C)O)C(C)(C)C)C1=CC(=C(C(=C1)C(C)(C)C)O)C(C)(C)C